4-hydroxy-4-[2-(1,2,3,6-tetrahydropyridin-4-yl)ethynyl]piperidine-1-carboxylate OC1(CCN(CC1)C(=O)[O-])C#CC=1CCNCC1